chloro-7-fluoro-N-methyl-N-[3-[4-(trifluoromethyl)phenyl]phenyl]-[1,2,4]triazolo[4,3-a]quinazolin-5-amine ClC1=NN=C2N1C1=CC=C(C=C1C(=N2)N(C2=CC(=CC=C2)C2=CC=C(C=C2)C(F)(F)F)C)F